FC1=CC=C(C=C1)C=1C=C2C(=NC=NC2=C(C1)OC)NCC1=NN(C=N1)C 6-(4-Fluorophenyl)-8-methoxy-N-((1-methyl-1H-1,2,4-triazol-3-yl)methyl)quinazolin-4-amine